cyclohexyl ethylacetate C(C)CC(=O)OC1CCCCC1